CNC=1N=CC(=C2C=C(N=CC12)NC(=O)C1CC1)C=1OC2=C(N1)C=C(C=C2)N2C[C@H](OCC2)C (R)-N-(8-(methylamino)-5-(5-(2-methylmorpholino)benzo[d]oxazol-2-yl)-2,7-naphthyridin-3-yl)cyclopropanecarboxamide